[Br-].C[P+](C1=CC=CC=C1)(C1=CC=CC=C1)C1=CC=CC=C1 methyl-Triphenylphosphonium bromide